ClC1=C(C=C(C(=C1)F)N1C(N(C(=CC1=O)C(F)(F)F)C)=O)C1=NO[C@@](C1)(C(=O)OCC)C ethyl (5S)-3-(2-chloro-4-fluoro-5-(3-methyl-2,6-dioxo-4-(trifluoromethyl)-3,6-dihydropyrimidin-1(2H)-yl)phenyl)-5-methyl-4,5-dihydroisoxazole-5-carboxylate